tert-butyl 4-(4-(pyrimidin-2-yloxy)phenyl)piperidine-1-carboxylate N1=C(N=CC=C1)OC1=CC=C(C=C1)C1CCN(CC1)C(=O)OC(C)(C)C